C(C)N=CCC(N(C)C)N=C 3-ethyliminomethyleneamino-N,N-dimethylpropane-1-amine